FC1=C2C(C(=O)OC2=O)=C(C=C1F)F 3,4,6-trifluorophthalic anhydride